C(#N)C=1C=CC(=C(C1)NS(=O)(=O)C1=C(C(=O)O)C=CC(=C1)C1CC1)N1CCC(CC1)F (N-(5-cyano-2-(4-fluoropiperidin-1-yl)phenyl)sulfamoyl)-4-cyclopropylbenzoic acid